C(CCCCCCCCCCC)C(=C(C(=O)N)C)CCCN(C)C lauryldimethylaminopropylmethacryl-amide